CC1=C(OC2=C(C=C(C=C2C1=O)C)C(C)NC1=C(C(=O)O)C=CC=C1)C1=CC2=CN(N=C2C=C1)C 2-[1-[3,6-Dimethyl-2-(2-methylindazol-5-yl)-4-oxo-chromen-8-yl]ethylamino]benzoic acid